2,2-dimethyl-5-(3-(4-acetoxy-3-methoxyphenyl)-2-propenylidene)-1,3-Dioxane-4,6-dione CC1(OC(C(C(O1)=O)=CC=CC1=CC(=C(C=C1)OC(C)=O)OC)=O)C